2-((3r,4r)-3-amino-4-fluoropiperidin-1-yl)-1-((5-bromopyrimidin-2-yl)methyl)-1H-benzo[d]imidazole-6-carbonitrile N[C@@H]1CN(CC[C@H]1F)C1=NC2=C(N1CC1=NC=C(C=N1)Br)C=C(C=C2)C#N